CC1=NOC(=C1B1OC(C(O1)(C)C)(C)C)C 3,5-dimethyl-4-(4,4,5,5-tetramethyl-1,3,2-dioxaborolan-2-yl)Isoxazole